FC1(OC2=C(O1)C=CC(=C2)/C=C/C(=O)N2CC1(C2)CN(C1)C(=O)C1=NC=NC(=C1)C(C)(C)O)F (E)-3-(2,2-difluorobenzo[d][1,3]dioxol-5-yl)-1-(6-(6-(2-hydroxypropan-2-yl)pyrimidine-4-carbonyl)-2,6-diazaspiro[3.3]heptan-2-yl)prop-2-en-1-one